methyl (1S)-1-(hydroxymethyl)-3-(N-(4-methoxybenzyl)methylsulfonamido)cyclopentane-1-carboxylate OC[C@]1(CC(CC1)N(S(=O)(=O)C)CC1=CC=C(C=C1)OC)C(=O)OC